2,6-bis(2,4-dihexyloxyphenyl)-4-(4-phenylaminophenyl)pyridine C(CCCCC)OC1=C(C=CC(=C1)OCCCCCC)C1=NC(=CC(=C1)C1=CC=C(C=C1)NC1=CC=CC=C1)C1=C(C=C(C=C1)OCCCCCC)OCCCCCC